picoline bisulfate S(O)(O)(=O)=O.N1=C(C=CC=C1)C